N2-((2-Azabicyclo[2.1.1]hexan-4-yl)methyl)-N4-(5-cyclopropyl-1H-pyrazol-3-yl)-N2-methylpyrimidine-2,4-diamine C12NCC(C1)(C2)CN(C2=NC=CC(=N2)NC2=NNC(=C2)C2CC2)C